FCC(C(=O)N1C[C@@H](N(C[C@H]1C)C=1C2=C(N=CN1)N(CC21CCC1)C1=NC=CC(=C1)C#N)C)(C)CF 2-[4-[(2S,5R)-4-[3-fluoro-2-(fluoromethyl)-2-methylpropanoyl]-2,5-dimethylpiperazin-1-yl]spiro[6H-pyrrolo[2,3-d]pyrimidine-5,1'-cyclobutane]-7-yl]pyridine-4-carbonitrile